C(C)(C)(C)OC(=O)N1CC(C1)NC1=CC(=C(C=C1)C)C(N[C@H](C)C1=CC=CC2=CC=CC=C12)=O Tert-butyl-(R)-3-((4-methyl-3-((1-(naphthalen-1-yl)ethyl)carbamoyl)phenyl)amino)azetidine-1-carboxylate